(4-(bromomethyl)cyclohexyl)methanol BrCC1CCC(CC1)CO